N-(4-fluoro-5-(((2r,5's)-5'-methyl-3H-spiro[benzofuran-2,3'-pyrrolidin]-1'-yl)methyl)thiazol-2-yl)acetamide FC=1N=C(SC1CN1C[C@@]2(C[C@@H]1C)OC1=C(C2)C=CC=C1)NC(C)=O